tert-butyl (2-(5-(3-bromo-2-methylphenyl)-1,3,4-oxadiazol-2-yl)ethyl)carbamate BrC=1C(=C(C=CC1)C1=NN=C(O1)CCNC(OC(C)(C)C)=O)C